((4-(5-(1-(2,6-dioxopiperidin-3-yl)-3-methyl-2-oxo-2,3-dihydro-1H-benzo[d]imidazol-5-yl)pyridin-2-yl)-1,4-diazacycloheptan-1-yl)methyl)piperidine-1-carboxylic acid tert-butyl ester C(C)(C)(C)OC(=O)N1C(CCCC1)CN1CCN(CCC1)C1=NC=C(C=C1)C1=CC2=C(N(C(N2C)=O)C2C(NC(CC2)=O)=O)C=C1